ClC=1C=C(C=CC1F)NC1=C2C=C(NC2=C(C=C1)C#N)C(=O)O 4-((3-chloro-4-fluorophenyl)amino)-7-cyano-1H-indole-2-carboxylic acid